2-amino-3-bromo-4,5-dimethyl-benzoic acid NC1=C(C(=O)O)C=C(C(=C1Br)C)C